C1(NCCC12CNCCC2)=O 2,7-diazaspiro[4.5]decan-1-one